[O-2].Cl[V+2](Cl)Cl trichlorovanadium oxide